N-(hydroxyethyl)imidazole OCCN1C=NC=C1